COC(C1CCN(CC1)C1=CC=C(C=C1)[C@H]1[C@H](OCC2=CC(=CC=C12)O)C1=CC=C(C=C1)C)OC (3S,4R)-4-(4-(4-(dimethoxymethyl)piperidin-1-yl)phenyl)-3-(p-tolyl)isochroman-7-ol